5,6,7,8-tetrahydroimidazo[1,5-a]pyridine-3-carboxamide C=1N=C(N2C1CCCC2)C(=O)N